C(C)(=O)N1CC2(C1)OCC[C@H](C2)N2CC1=C(C=C(C=C1CC2)C(=O)NO)F 2-[(8R)-2-acetyl-5-oxa-2-azaspiro[3.5]nonan-8-yl]-8-fluoro-3,4-dihydro-1H-isoquinoline-6-carbohydroxamic acid